C(CCC)C=1C=C2C(=CC(=NC2=CC1)N(CC(=O)O)C)C1=C(C=CC=C1)F 2-{[6-butyl-4-(2-fluorophenyl)quinolin-2-yl](methyl)amino}acetic acid